(R)-N-(3-(4-chlorophenyl)-1-(oxetan-3-yl)pyrrolidin-3-yl)-4-(trifluoromethoxy)benzenesulfonamide ClC1=CC=C(C=C1)[C@]1(CN(CC1)C1COC1)NS(=O)(=O)C1=CC=C(C=C1)OC(F)(F)F